[3-(methylcarbamoyl)phenyl]-1-sulfamoyl-pyrrole-2-carboxylic acid CNC(=O)C=1C=C(C=CC1)C1=C(N(C=C1)S(N)(=O)=O)C(=O)O